COC(=O)C1=NC(=NC(=C1OC)C1=CC(=CC=C1)C1=NN(C=C1)C)N1CCOCC1 5-methoxy-6-(3-(1-methyl-1H-pyrazol-3-yl)phenyl)-2-morpholinopyrimidine-4-carboxylic acid methyl ester